[C@@H]12OC[C@@H](N(C1)C(=O)C1=CC=C(C=3OCCOC31)NC=3N=C(C1=C(N3)NC=C1C(F)(F)F)NC)C2 ((1S,4S)-2-oxa-5-azabicyclo[2.2.1]heptan-5-yl)(8-((4-(methylamino)-5-(trifluoromethyl)-7H-pyrrolo[2,3-d]pyrimidin-2-yl)amino)-2,3-dihydrobenzo[b][1,4]dioxin-5-yl)methanone